FC=1C=C(C=CC1F)C=1NC(=CC1C(=O)N)C1=C2C(=NC=C1)NC=C2 2-(3,4-difluorophenyl)-5-(1H-pyrrolo[2,3-b]pyridin-4-yl)-1H-pyrrole-3-carboxamide